N-(2-(3-(2-isopropyl-2,3-dihydro-1H-pyrrolo[3,4-c]pyridin-6-yl)-1,2,4-thiadiazol-5-ylamino)-5-(trifluoromethyl)pyridin-3-yl)-N-methylacetamide C(C)(C)N1CC=2C=NC(=CC2C1)C1=NSC(=N1)NC1=NC=C(C=C1N(C(C)=O)C)C(F)(F)F